methyl (3S)-3-(4-bromophenyl)-3-{[(2S,4R)-1-[(2S)-2-[(1-fluorocyclopropyl)formamido]-3,3-dimethylbutanoyl]-4-hydroxypyrrolidin-2-yl]formamido}propanoate BrC1=CC=C(C=C1)[C@H](CC(=O)OC)NC(=O)[C@H]1N(C[C@@H](C1)O)C([C@H](C(C)(C)C)NC(=O)C1(CC1)F)=O